COCC1N(CCC1)CC(=O)NC=1C=C(C(=NC1)C)NC(=O)C1=NN=C2N1C=CC(=C2)C=2C=NN(C2)C N-(5-(2-(2-(methoxymethyl)pyrrolidin-1-yl)acetamido)-2-methylpyridin-3-yl)-7-(1-methyl-1H-pyrazol-4-yl)-[1,2,4]triazolo[4,3-a]pyridine-3-carboxamide